4-Acetamido-4-isothiocyanostilbene-2,2-disulfonate C(C)(=O)NC1(CC(C(C=C1)C=CC1=CC=CC=C1)(S(=O)(=O)[O-])S(=O)(=O)[O-])N=C=S